(S)-1-(5-(difluoromethoxy)pyridin-2-yl)-7'-(3,5-difluorophenyl)dihydro-1'H,3'H,5'H-spiro[piperidine-4,2'-pyrazolo[1,2-a]pyrazol]-1'-one FC(OC=1C=CC(=NC1)N1CCC2(CN3N([C@@H](CC3)C3=CC(=CC(=C3)F)F)C2=O)CC1)F